(S)-1-(oxetan-2-ylmethyl)-2-((4-(5-(phenoxymethyl)-1H-pyrazol-1-yl)piperidin-1-yl)methyl)-1H-benzo[d]imidazole-6-carboxylic acid methyl ester COC(=O)C=1C=CC2=C(N(C(=N2)CN2CCC(CC2)N2N=CC=C2COC2=CC=CC=C2)C[C@H]2OCC2)C1